1-(4-((3-(4-(difluoromethoxy)phenyl)imidazo[1,2-a]pyrazin-8-yl)amino)-2-methylbenzoyl)-N-methylpiperidine-4-carboxamide FC(OC1=CC=C(C=C1)C1=CN=C2N1C=CN=C2NC2=CC(=C(C(=O)N1CCC(CC1)C(=O)NC)C=C2)C)F